heptene oxide C1C(CCCCC)O1